N-((7-(5-(difluoromethyl)-1,3,4-oxadiazol-2-yl)imidazo[1,2-a]pyridin-2-yl)methyl)-4-(oxetan-3-yl)-N-phenylpiperazine-1-sulfonamide FC(C1=NN=C(O1)C1=CC=2N(C=C1)C=C(N2)CN(S(=O)(=O)N2CCN(CC2)C2COC2)C2=CC=CC=C2)F